spiro[chromane-2,4'-piperidine]-7,8-dicarboxylic acid N1CCC2(CC1)OC1=C(C(=CC=C1CC2)C(=O)O)C(=O)O